N=C(C(C=1C=NC(=NC1)N1CCN(CC1)C(C)C1=CC=C2C=CC=NC2=C1)C)C imino(methyl)(2-(4-(1-(quinolin-7-yl)ethyl)piperazin-1-yl)pyrimidin-5-yl)propan